phosphorus-nitrogen salt [N].[P]